1,8,9-trifluoro-N,N-dimethyl-5,6-dihydro-4H-pyrrolo[3,2,1-ij]quinolin-5-amine FC1=CN2CC(CC3=CC(=C(C1=C23)F)F)N(C)C